2,4-dibenzoylresorcinol C(C1=CC=CC=C1)(=O)C1=C(O)C=CC(=C1O)C(C1=CC=CC=C1)=O